3-Methoxypropyl-di-methyl-chlorosilane COCCC[Si](Cl)(C)C